BrC1=CC=2SC(=CC2S1)CC(C#N)N=C(C1=CC=CC=C1)C1=CC=CC=C1 3-{5-bromothieno[3,2-b]thiophen-2-yl}-2-[(diphenylmethylidene)amino]propanenitrile